2-Amino-1-(3-((4-methoxybenzyl)oxy)-2,6-dimethylphenyl)-5-(2-methoxypropan-2-yl)-6-methyl-1H-pyrrolo[2,3-b]pyridine-3-carbonitrile NC1=C(C=2C(=NC(=C(C2)C(C)(C)OC)C)N1C1=C(C(=CC=C1C)OCC1=CC=C(C=C1)OC)C)C#N